2-(3-fluoro-5-methanesulfonylphenoxy)-N-propylacetamide FC=1C=C(OCC(=O)NCCC)C=C(C1)S(=O)(=O)C